1-(2,5-dimethoxyphenyl)-3-methyl-6-(pyrazolo[1,5-a]pyrimidin-3-yl)-1H-pyrazolo[4,3-c]pyridine COC1=C(C=C(C=C1)OC)N1N=C(C=2C=NC(=CC21)C=2C=NN1C2N=CC=C1)C